N-((6S,7S)-6-((2,3'-difluoro-[1,1'-biphenyl]-3-yl)methyl)-5-azaspiro[2.4]heptan-7-yl)ethanesulfonamide hydrochloride Cl.FC1=C(C=CC=C1C[C@@H]1NCC2(CC2)[C@@H]1NS(=O)(=O)CC)C1=CC(=CC=C1)F